O1[C@@H](COCC1)C(N1C[C@@H]2[C@H](C1)CC(C2)NC=2N=NC(=CC2)C2=C(C1=CN(N=C1C=C2)C)C)([2H])[2H] (3aR,5s,6aS)-2-(((R)-1,4-dioxan-2-yl)methyl-d2)-N-(6-(2,4-dimethyl-2H-indazol-5-yl)pyridazin-3-yl)octahydrocyclopenta[c]pyrrol-5-amine